Tetradecan-2-one CC(CCCCCCCCCCCC)=O